BrC=1C=CC(=C(C1)C(CCl)=O)NC1=CC(=CC=C1)C(F)(F)F 1-[5-bromo-2-[3-(trifluoromethyl)anilino]phenyl]-2-chloro-ethanone